CC1=NOC(=C1C=1C=C2C(=NC1)C1=C(N2[C@@H](C2CCOCC2)C2=NC=CC=C2F)C(=NN1C)C(=O)OC)C (S)-Methyl 6-(3,5-dimethylisoxazol-4-yl)-4-((3-fluoropyridin-2-yl)(tetrahydro-2H-pyran-4-yl)methyl)-1-methyl-1,4-dihydropyrazolo[3',4':4,5]pyrrolo[3,2-b]pyridine-3-carboxylate